C(C)(=O)C1=C(C2=C(N=C(N=C2)NC2=CC=C(C=N2)N2CCN(CC2)CC=2C=C(C=NC2)N2C(NC(CC2)=O)=O)N(C1=O)C1CCCC1)C 1-(5-((4-(6-((6-acetyl-8-cyclopentyl-5-methyl-7-oxo-7,8-dihydropyrido[2,3-d]pyrimidin-2-yl)amino)pyridin-3-yl)piperazin-1-yl)methyl)pyridin-3-yl)dihydropyrimidine-2,4(1H,3H)-dione